methyl 6-chloro-3-[3-(hydroxymethyl)azetidin-1-yl]pyridazine-4-carboxylate ClC1=CC(=C(N=N1)N1CC(C1)CO)C(=O)OC